tert-butyl (3-(2H-1,2,3-triazol-4-yl)bicyclo[1.1.1]pentan-1-yl)carbamate N=1NN=C(C1)C12CC(C1)(C2)NC(OC(C)(C)C)=O